OCCN(CCO)CCCCCCO[Si](OC(OCCCCCCCCCCCCCCCC)CC(CCCC(CCCC(CCCC(C)C)C)C)C)(C)C 3-(2-hydroxyethyl)-11,11-dimethyl-13-(2,6,10,14-tetramethylpentadecyl)-10,12,14-trioxa-3-aza-11-silatriacontan-1-ol